BrC=1C=C(C=CC1)[C@@H](C)NC1=NC(=NC2=CC(=C(C=C12)OC)OCCCCCCCN1C(CCCC1)=O)C (R)-1-(7-((4-((1-(3-Bromophenyl)ethyl)amino)-6-methoxy-2-methylquinazolin-7-yl)oxy)heptyl)piperidin-2-one